C(#N)C1=NNC2=NC=C(C=C21)OCC=2C(=C(C=CC2F)NS(=O)(=O)C=2C(=NC=C(C2)F)OC)F N-(3-(((3-cyano-1H-pyrazolo[3,4-b]pyridin-5-yl)oxy)methyl)-2,4-difluorophenyl)-5-fluoro-2-methoxypyridine-3-sulfonamide